5-(bis(4-(tert-butyl)phenyl)methyl)pyrrolidine C(C)(C)(C)C1=CC=C(C=C1)C(C1CCCN1)C1=CC=C(C=C1)C(C)(C)C